(2-benzyloxy-4,6-dihydroxy-phenyl)-(5-bromoisoindolin-2-yl)methanone C(C1=CC=CC=C1)OC1=C(C(=CC(=C1)O)O)C(=O)N1CC2=CC=C(C=C2C1)Br